1,3-bis{6-(trimethoxysilyl)hexyl}-1,1,3,3-tetramethyldisiloxane CO[Si](CCCCCC[Si](O[Si](C)(C)CCCCCC[Si](OC)(OC)OC)(C)C)(OC)OC